ClC=1C(=C(C=CC1)N1CCN(CC1)C(C(CC(C)=O)C)=O)C 1-[4-(3-chloro-2-methyl-phenyl)piperazin-1-yl]-2-methyl-pentane-1,4-dione